CN(C(=O)C=1N=C(SC1)C1CCN(CC1)C(CN1N=C(C=C1C)C(F)(F)F)=O)C1CCCC2=CC=CC=C12 2-{1-[2-(5-methyl-3-trifluoromethyl-pyrazol-1-yl)-acetyl]-piperidin-4-yl}-thiazole-4-carboxylic acid methyl-(1,2,3,4-tetrahydro-naphthalen-1-yl)-amide